N1(C=NC=C1)C1=CC=C(N=N1)NC1=C(C(=O)O)C=C(C(=C1)C)C 2-(6-(1H-imidazol-1-yl)pyridazin-3-ylamino)-4,5-dimethylbenzoic acid